4-(2-fluoropropan-2-yl)-5-methylpyridin FC(C)(C)C1=CC=NC=C1C